BrCC1=C(C=C(C=C1)C=1N(C=C(N1)C(F)(F)F)C)C(F)(F)F 2-(4-(bromomethyl)-3-(trifluoromethyl)phenyl)-1-methyl-4-(trifluoromethyl)-1H-imidazole